4-((5-bromothieno[2,3-d]pyrimidin-4-yl)aminomethyl)benzenesulfonamide BrC1=CSC=2N=CN=C(C21)NCC2=CC=C(C=C2)S(=O)(=O)N